OC1=C(CN2C(C(=CC=C2)OC)=O)C=C(C=C1)I 1-(2-hydroxy-5-iodobenzyl)-3-methoxypyridin-2(1H)-one